(2,2-difluorocyclopropyl)methyl (3R,4S)-3-{5-[4-amino-5-(trifluoromethyl) pyrrolo[2,1-f][1,2,4]triazin-7-yl]-2-methoxypyridine-3-amido}-4-fluoropyrrolidine-1-carboxylate NC1=NC=NN2C1=C(C=C2C=2C=C(C(=NC2)OC)C(=O)N[C@@H]2CN(C[C@@H]2F)C(=O)OCC2C(C2)(F)F)C(F)(F)F